1-{6-[2-(methoxymethoxy)-4-(6-methoxypyridazin-4-yl)phenyl]pyridazin-3-yl}-N-(1-methylcyclobutyl)pyrrolidin-3-amine COCOC1=C(C=CC(=C1)C1=CN=NC(=C1)OC)C1=CC=C(N=N1)N1CC(CC1)NC1(CCC1)C